3-((2-bromobenzyl)thio)-N,N-dimethyl-1H-1,2,4-triazole-1-sulfonamide BrC1=C(CSC2=NN(C=N2)S(=O)(=O)N(C)C)C=CC=C1